ClC=1C(=C(C=CC1)NCC(=O)N1[C@@H]2CC([C@H]([C@H]1C(=O)N[C@H](C[C@@H]1C(NCC1)=O)\C=C(/S(=O)(=O)C)\F)CC2)(F)F)C (1S,3S,4S)-2-((3-chloro-2-methylphenyl)glycyl)-5,5-difluoro-N-((R,Z)-4-fluoro-4-(methylsulfonyl)-1-((R)-2-oxopyrrolidin-3-yl)but-3-en-2-yl)-2-azabicyclo[2.2.2]octane-3-carboxamide